FC1([C@H](CN(CC1)C1=C(C(=O)O)C(=C(C=N1)C(F)(F)F)C([2H])([2H])[2H])C)F (S)-2-(4,4-difluoro-3-methylpiperidin-1-yl)-4-(methyl-d3)-5-(trifluoromethyl)nicotinic acid